(R)-2-(3,4-dimethoxyphenethyl)cyclohexanone COC=1C=C(CC[C@@H]2C(CCCC2)=O)C=CC1OC